N1C(=CC=C1)C(=O)N1CCN(CC1)C1=CC=C(C#N)C=C1 4-{4-[(1H-pyrrol-2-yl)carbonyl]piperazin-1-yl}benzonitrile